Methyl-d3 (2S)-2-(2-chlorophenyl)-2-(2-(((1-((3,5,6-trimethylpyrazin-2-yl) Methoxy)ethoxy)carbonyl)oxy)-6,7-dihydrothieno[3,2-c]pyridin-5(4H)-yl)acetate ClC1=C(C=CC=C1)[C@@H](C(=O)OC([2H])([2H])[2H])N1CC2=C(CC1)SC(=C2)OC(=O)OC(C)OCC2=NC(=C(N=C2C)C)C